C(C)O[Si](C=1CC(CS(=O)([O-])=S)(C=CC1)CCC)(OCC)OCC 3-triethoxysilyl-1-propyltoluenethiosulfonate